(2S)-1-[2-[(3R)-3-[(6-fluoro-4-quinolinyl)amino]pyrrolidin-1-yl]acetyl]pyrrolidine-2-carbonitrile FC=1C=C2C(=CC=NC2=CC1)N[C@H]1CN(CC1)CC(=O)N1[C@@H](CCC1)C#N